(S)-1-(Boc-amino)-2-propanol C(=O)(OC(C)(C)C)NC[C@H](C)O